C(C(C(=CC)N)(N)N)(N)(N)N pentaenehexamine